The molecule is a beta-amino acid that is propionic acid in which one of the hydrogens at position 3 has been replaced by a methylamino group. It is a beta-amino acid and a secondary amino compound. It derives from a beta-alanine. CNCCC(=O)O